(5-(5-(2-(cyclopropanecarboxamido)benzo[d]thiazol-7-yl)-2-fluorophenyl)furan-2-yl)phosphonic acid C1(CC1)C(=O)NC=1SC2=C(N1)C=CC=C2C=2C=CC(=C(C2)C2=CC=C(O2)P(O)(O)=O)F